(4-(4-methoxy-2-nitrophenyl)pyridin-2-yl)-2-(4-methoxyphenyl)acetamide COC1=CC(=C(C=C1)C1=CC(=NC=C1)C(C(=O)N)C1=CC=C(C=C1)OC)[N+](=O)[O-]